C1NCC12CC(C2)CNC2(CC2)C(F)(F)F N-(2-azaspiro[3.3]heptan-6-ylmethyl)-1-(trifluoromethyl)cyclopropylamine